N-benzyl-3-{[4-(7H-pyrrolo-[2,3-d]pyrimidin-4-yl)-1H-pyrazol-1-yl]methyl}benzamide C(C1=CC=CC=C1)NC(C1=CC(=CC=C1)CN1N=CC(=C1)C=1C2=C(N=CN1)NC=C2)=O